seryl-taurine N[C@@H](CO)C(=O)NCCS(=O)(=O)O